C(CC)N1CC2C3CNC(CC31)C2 propyloctahydro-6H-3,6-methanopyrrolo[3,2-c]pyridine